3-Cyano-4-((tetrahydro-2H-pyran-4-yl)methoxy)benzenesulfonyl Chloride C(#N)C=1C=C(C=CC1OCC1CCOCC1)S(=O)(=O)Cl